tert-Butyl 3-((4-(2-amino-6-carbamoylpyridin-3-yl)-2-(N,N-bis(4-methoxybenzyl)sulfamoyl)-3-(1-(4-methoxybenzyl)-1H-tetrazol-5-yl)phenyl)sulfonyl)azetidine-1-carboxylate NC1=NC(=CC=C1C1=C(C(=C(C=C1)S(=O)(=O)C1CN(C1)C(=O)OC(C)(C)C)S(N(CC1=CC=C(C=C1)OC)CC1=CC=C(C=C1)OC)(=O)=O)C1=NN=NN1CC1=CC=C(C=C1)OC)C(N)=O